9,10-bis-azidomethyl-anthracene N(=[N+]=[N-])CC=1C2=CC=CC=C2C(=C2C=CC=CC12)CN=[N+]=[N-]